(3-fluoro-2-pyridyl)methanol FC=1C(=NC=CC1)CO